(R)-2-(((1-Acetylpiperidin-4-yl)thio)methyl)-7-((1-(methylsulfonyl)piperidin-3-yl)amino)quinazolin-4(3H)-one C(C)(=O)N1CCC(CC1)SCC1=NC2=CC(=CC=C2C(N1)=O)N[C@H]1CN(CCC1)S(=O)(=O)C